CC(C(=O)N1O[C@H](C[C@H]1C1=CC=C(C#N)C=C1)C)(C)C 4-[(3S,5S)-2-(2,2-dimethylpropionyl)-5-methyl-1,2-oxazolidin-3-yl]benzonitrile